N(=[N+]=[N-])C[C@@H]1CN(CC1)CCNS(=O)(=O)C1=CC=C(C=C1)CC(C)C (S)-N-(2-(3-(azidomethyl)pyrrolidin-1-yl)ethyl)-4-isobutylbenzenesulfonamide